S(=O)(=O)=C1OC1 sulfonyl-oxirane